C(CC)(=O)C1=CC(=C2C=CC=CN12)C(=O)N 3-propionylindolizine-1-carboxamide